ClCC(=O)N1CCN(CC1)C=1C=C2C(N(C(C2=CC1)=O)C1C(NC(CC1)=O)=O)=O 5-(4-(2-chloroacetyl)piperazin-1-yl)-2-(2,6-dioxopiperidin-3-yl)isoindoline-1,3-dione